(E)-4-(3-chloro-2-methylphenyl)-2,7-dimethyloct-2,6-dienal ClC=1C(=C(C=CC1)C(/C=C(/C=O)\C)CC=C(C)C)C